IC1=NNC2=NC=NC(=C21)N 3-iodo-1H-pyrazolo[3,4-d]Pyrimidine-4-amine